tert-butyl 4-(pyrazolo[1,5-a]pyridin-6-yl)piperidine-1-carboxylate N1=CC=C2N1C=C(C=C2)C2CCN(CC2)C(=O)OC(C)(C)C